5-(4-(((2S,6s)-6-cyclopropyl-6-(methoxymethyl)-1,4-dioxan-2-yl)methoxy)phenyl)-2-oxo-6-(trifluoromethyl)-1,2-dihydropyridine-3-carboxamide C1(CC1)[C@@]1(COC[C@H](O1)COC1=CC=C(C=C1)C=1C=C(C(NC1C(F)(F)F)=O)C(=O)N)COC